glycerin, lithium salt [Li].OCC(O)CO